C(C)(C)(C)OC(=O)N[C@H](CC=1C=C2C(=NC(=NN2C1Cl)Cl)N(C(OC(C)(C)C)=O)CC=1OC=CC1)[C@H](C)F tert-butyl (6-((2R,3S)-2-((tert-butoxycarbonyl)amino)-3-fluorobutyl)-2,7-dichloropyrrolo[2,1-f][1,2,4]triazin-4-yl)(furan-2-ylmethyl)carbamate